(2R)-2-(tert-butoxycarbonylamino)-3-(3,4-dichlorophenyl)propanoic acid C(C)(C)(C)OC(=O)N[C@@H](C(=O)O)CC1=CC(=C(C=C1)Cl)Cl